2-(6-amino-5-(8-(2-fluoropyridin-4-yl)-3,8-diazabicyclo[3.2.1]octan-3-yl)pyridazin-3-yl)phenol NC1=C(C=C(N=N1)C1=C(C=CC=C1)O)N1CC2CCC(C1)N2C2=CC(=NC=C2)F